5-(4-(2-hydroxy-propan-2-yl)bicyclo[2.2.2]oct-1-yl)-2-methoxybenzoic acid methyl ester COC(C1=C(C=CC(=C1)C12CCC(CC1)(CC2)C(C)(C)O)OC)=O